C(C1=CC=CC=C1)N1CC(OCC1)CN1CCC(CC1)C=1C=C(C=CC1)O 3-{1-[(4-benzylmorpholin-2-yl)methyl]piperidin-4-yl}phenol